CC1(CN(C1)C(=O)OC(C)(C)C)COS(=O)(=O)C tert-butyl 3-methyl-3-((methylsulfonyloxy)methyl)azetidine-1-carboxylate